ClC1=CC=C(CNC(=O)C2=NN(C=3C(N(CCC32)CC3(CC3)S(N)(=O)=O)=O)C)C=C1 N-(4-chlorobenzyl)-1-methyl-7-oxo-6-((1-sulfamoylcyclopropyl)methyl)-4,5,6,7-tetrahydro-1H-pyrazolo[3,4-c]Pyridine-3-carboxamide